FC=1C=C(C=CC1)C1=CC(=CC=C1)[C@H](C(=O)N1CC2=C(CCC1)N=C(NC2=O)C2(CC2)C2=CC=CC=C2)O (R)-6-(2-(3'-fluoro-[1,1'-biphenyl]-3-yl)-2-hydroxyacetyl)-2-(1-phenylcyclopropyl)-3,5,6,7,8,9-hexahydro-4H-pyrimido[5,4-c]azepin-4-one